2,2-bis-(3-methyl-4-hydroxyphenyl)-propane CC=1C=C(C=CC1O)C(C)(C)C1=CC(=C(C=C1)O)C